4,4'-isopropylidenediphenol diphosphite OP(O)OP(O)O.C(C)(C)(C1=CC=C(C=C1)O)C1=CC=C(C=C1)O